tert-Butyl 5-acetamido-3-(2-(1,1-difluoroethyl)-6-ethylpyrimidin-4-yl)-1H-pyrrolo[2,3-c]pyridine-1-carboxylate C(C)(=O)NC=1C=C2C(=CN1)N(C=C2C2=NC(=NC(=C2)CC)C(C)(F)F)C(=O)OC(C)(C)C